di(heptadecan-9-yl) 6,6'-(4-(2-((tert-butyldimethylsilyl)oxy)ethyl)morpholine-2,6-diyl)dihexanoate [Si](C)(C)(C(C)(C)C)OCCN1CC(OC(C1)CCCCCC(=O)OC(CCCCCCCC)CCCCCCCC)CCCCCC(=O)OC(CCCCCCCC)CCCCCCCC